O=C1NC(CCC1C=1C=C(C=CC1)N1CCN(CC1)CCC(=O)N1CCC(CC1)NC(OC(C)(C)C)=O)=O tert-butyl (1-(3-(4-(3-(2,6-dioxopiperidin-3-yl)phenyl)piperazin-1-yl)propanoyl)piperidin-4-yl)carbamate